3-bromo-6-(4-cyclopropyl-6-methoxypyrimidin-5-yl)-1H-pyrazolo[3,4-d]pyrimidine BrC1=NNC2=NC(=NC=C21)C=2C(=NC=NC2OC)C2CC2